benzyl-(phenylalanine) C(C1=CC=CC=C1)N[C@@H](CC1=CC=CC=C1)C(=O)O